Cl.NC=1SC2=C(N1)CC[C@@H](C2)N(CCC)CC2CCN(CC2)C(=O)C2=CC=CC=C2 (S)-(4-(((2-amino-4,5,6,7-tetrahydrobenzo[d]thiazol-6-yl)(propyl)amino)methyl)piperidin-1-yl)(phenyl)methanone hydrochloride